8-bromo-imidazo[1,2-a]pyridine-5-carbonitrile BrC=1C=2N(C(=CC1)C#N)C=CN2